(4,5-bis(benzyloxy)-3-((2,3,4-tris(benzyloxy)-5-((benzyloxy)methyl)cyclohexyl)oxy)-7-oxabicyclo[4.1.0]heptan-2-yl)methanol C(C1=CC=CC=C1)OC1C(C(C2OC2C1OCC1=CC=CC=C1)CO)OC1C(C(C(C(C1)COCC1=CC=CC=C1)OCC1=CC=CC=C1)OCC1=CC=CC=C1)OCC1=CC=CC=C1